N1=C(C=CC=C1)O[C@@H]1CC[C@H](CC1)C1=NN=C2N1C1=C(CC(C2)NC2CCOCC2)C=CC=C1 trans-4-(pyridin-2-yloxy)cyclohexyl-N-(tetrahydro-2H-pyran-4-yl)-5,6-dihydro-4H-[1,2,4]triazolo[4,3-a][1]benzazepine-5-amine